C(C(=C)C)(=O)O.OC=1C2=C(C(=CC1)C(C)(C)C1=CC=C(C=C1)O)O2 epoxybisphenol A methacrylate